FC=1C2=C(C(=NC1)C1=CC=C(C(=O)NC34CCC(CC3)(CC4)O)C=C1)C=NN2 4-(7-Fluoro-1H-pyrazolo[4,3-c]pyridin-4-yl)-N-(4-hydroxybicyclo[2.2.2]octan-1-yl)benzamide